2-(3-(3-(dimethylamino)propyl)ureido)-2-(((octadecylcarbamoyl)oxy)methyl)-propane-1,3-diyl bis(octadecylcarbamate) C(CCCCCCCCCCCCCCCCC)NC(OCC(COC(NCCCCCCCCCCCCCCCCCC)=O)(COC(NCCCCCCCCCCCCCCCCCC)=O)NC(=O)NCCCN(C)C)=O